(s)-5-(1-([1,1'-biphenyl]-4-ylmethyl)piperidin-3-yl)-2-(4-methoxyphenyl)-2,4-dihydro-3H-1,2,4-triazol-3-one C1(=CC=C(C=C1)CN1C[C@H](CCC1)C=1NC(N(N1)C1=CC=C(C=C1)OC)=O)C1=CC=CC=C1